FC(CCC(=O)N\C(\CC1=C(N=NN1C)C1=CC=C(C(=N1)C)O[C@@H]1C[C@H](CCC1)C(=O)OC)=N/O)(C)F Methyl (1S,3S)-3-((6-(5-((Z)-2-(4,4-difluoropentanamido)-2-(hydroxyimino)ethyl)-1-methyl-1H-1,2,3-triazol-4-yl)-2-methylpyridin-3-yl)oxy)cyclohexane-1-carboxylate